P(=O)(O)(O)O[C@H]1[C@H]([C@@](O[C@@H]1CO)(N1C=NC=2C(N)=NC=NC12)F)O.C(CCC)N(C1CC(NC(C1)(C)C)(C)C)C1=NC(=NC(=N1)N(CCCC)C1CC(NC(C1)(C)C)(C)C)NCCCCCC(CCCCCNC1=NC(=NC(=N1)N(CCCC)C1CC(NC(C1)(C)C)(C)C)N(CCCC)C1CC(NC(C1)(C)C)(C)C)NC1=NC(=NC(=N1)N(CCCC)C1CC(NC(C1)(C)C)(C)C)N(CCCC)C1CC(NC(C1)(C)C)(C)C 1,6,11-tris[2,4-bis(N-butyl-N-(2,2,6,6-tetramethyl-4-piperidyl)amino)-s-triazin-6-yl]aminoundecane fluoroadenosine-3'-phosphate